C(C)C1=C2C(=CC(=C1)O2)C 2-ethyl-6-methyl-1,4-phenylene ether